xanthydrol C1=CC=C2C(=C1)C(C3=CC=CC=C3O2)O